Methyl 4-bromo-1-(2-methoxyethyl)pyrazole-3-carboxylate BrC=1C(=NN(C1)CCOC)C(=O)OC